[V].[W].[C] carbon tungsten-vanadium